3-dimethylaminopropyl-urea CN(CCCNC(=O)N)C